NC=1C=CC=2C(C3=CC=C(C=C3OC2C1)N)=O 3,6-diaminoxanthone